dimethyl ((((2R,3S,4R,5R)-5-(2,4-dioxo-3,4-dihydropyrimidin-1(2H)-yl)-3-hydroxy-4-methoxytetrahydrofuran-2-yl)oxy)methyl)phosphonate O=C1N(C=CC(N1)=O)[C@H]1[C@@H]([C@@H]([C@H](O1)OCP(OC)(OC)=O)O)OC